N-[2-[bis(carboxymethyl)amino]ethyl]-N-(carboxymethyl)-Glycine C(=O)(O)CN(CCN(CC(=O)O)CC(=O)O)CC(=O)O